6-methyl-9-trifluoromethyl-9,10-dihydrophenanthrene CC=1C=C2C=3C=CC=CC3CC(C2=CC1)C(F)(F)F